tert-Butyl (4-((3-fluoroazetidin-1-yl)methyl)-1,2,5-oxadiazole-3-carbonyl)(phenyl)carbamate FC1CN(C1)CC=1C(=NON1)C(=O)N(C(OC(C)(C)C)=O)C1=CC=CC=C1